ClC1=C(N=C(NC1=O)C1=CC(=NC=C1)F)C1(CCOCC1)F 5-chloro-2-(2-fluoro-4-pyridinyl)-4-(4-fluorotetrahydropyran-4-yl)-1H-pyrimidin-6-one